BrC1=C(C(=O)OC)C=C(C(=C1)C(=O)OC)NC(=O)NCC dimethyl 2-bromo-5-(3-ethylureido)terephthalate